1-methyl-4-[4-(3-methyl-2-oxo-2,3-dihydro-1,3-benzooxazol-6-yl)piperidin-1-yl]-2-oxo-1,2-dihydroquinoline-3-carbonitrile CN1C(C(=C(C2=CC=CC=C12)N1CCC(CC1)C1=CC2=C(N(C(O2)=O)C)C=C1)C#N)=O